C(C)(=O)N1CCC(CC1)C(=O)NC1=CC=C2C3(CNC(C2=C1)=O)CC3 1-acetyl-N-(1'-oxo-2',3'-dihydro-1'H-spiro[cyclopropane-1,4'-isoquinoline]-7'-yl)piperidine-4-carboxamide